C1(=CC=CC=C1)C(C1=C(C=CC=2C3=CC=C(C=C3CC12)C(C)(C)C)C(C)(C)C)(C1C=CC=C1)C1CCCCC1 1-phenyl-1-cyclohexyl-1-cyclopentadienyl-1-(2,7-di-tert-butylfluorenyl)methane